CC1(OB(OC1(C)C)C1=CC=C(C=C1)N1CCC2(CN(C2)C(=O)OC(C)(C)C)CC1)C tert-butyl 7-[4-(4,4,5,5-tetramethyl-1,3,2-dioxaborolan-2-yl)phenyl]-2,7-diazaspiro[3.5]nonane-2-carboxylate